FC(C(C(F)(F)F)(F)F)(F)F octa-fluoropropane